IC=1C(=NC(=C(C(=O)OC)C1)OC)C1=CC=CC=C1 methyl 5-iodo-2-methoxy-6-phenylnicotinate